(3-cyano-4-fluorophenyl)-3-(6-(difluoromethoxy)pyridin-3-yl)-1-oxo-2-(2,2,2-trifluoroethyl)-1,2,3,4-tetrahydroisoquinoline-4-carboxamide C(#N)C=1C=C(C=CC1F)C1(N(C(C2=CC=CC=C2C1C(=O)N)=O)CC(F)(F)F)C=1C=NC(=CC1)OC(F)F